(S)-5-methoxy-4-((2-(4-(methoxycarbonyl)phenyl)-4-(methoxyimino)piperidin-1-yl)methyl)-7-Methyl-1H-indole-1-carboxylic acid tert-butyl ester C(C)(C)(C)OC(=O)N1C=CC2=C(C(=CC(=C12)C)OC)CN1[C@@H](CC(CC1)=NOC)C1=CC=C(C=C1)C(=O)OC